Rac-(4-amino-7-fluoroimidazo[1,5-a]quinoxalin-8-yl)((3R,4aS,9bS)-3-fluoro-7-(trifluoromethyl)-3,4,4a,9b-tetrahydrobenzofuro[3,2-b]pyridin-1(2H)-yl)methanone NC=1C=2N(C3=CC(=C(C=C3N1)F)C(=O)N1[C@@H]3[C@H](C[C@H](C1)F)OC1=C3C=CC(=C1)C(F)(F)F)C=NC2 |r|